Methyl heptane-2-carboxylate hydrochloride Cl.CC(CCCCC)C(=O)OC